3,3,3-trifluoro-2-hydroxypropanoic acid FC(C(C(=O)O)O)(F)F